N1CCC(CC1)C1=CC=C(C=C1)C1C(NC(CC1)=O)=O 3-(4-(piperidin-4-yl)phenyl)piperidine-2,6-dione